C(CCCCCCCCCCC)(=O)C(CO)O.[Na] sodium lauroyl-ethylene glycol